2-(5-methylthiazol-2-yl)-1H-pyrrole CC1=CN=C(S1)C=1NC=CC1